OC1=C(C=C(C=C1)CCC1=CC(=C(C(=C1)OC)O)OC)OC 4-(4-hydroxy-3-methoxyphenylethyl)-2,6-dimethoxyphenol